C(C=C)(=O)N1C2CN(CC1C2)C2=NC(N1C3=C(C(=C(C=C23)Cl)C2=C(C=C(C=C2)F)F)SCC1)=O 7-(6-acryloyl-3,6-diazabicyclo[3.1.1]heptan-3-yl)-9-chloro-10-(2,4-difluorophenyl)-2,3-dihydro-5H-[1,4]thiazino[2,3,4-ij]quinazolin-5-one